ClC1=CC=C2C(=CNC2=C1)S(=O)(=O)NC=1C(=NC(=C(C1)F)OC(F)F)OC 6-Chloro-N-[6-(difluoromethoxy)-5-fluoro-2-methoxypyridin-3-yl]-1H-indole-3-sulfonamide